CN1C2=C(NC3(C1=O)CCOCC3)C3=C(N=C2)NC=C3 4'-methyl-2,3,4',5,6,7'-hexahydrospiro[pyran-4,2'-pyrrolo[3',2':5,6]pyrido[3,4-b]pyrazine]-3'(1'H)-one